Br.OC1=CC=C2CC[C@H](CC2=C1)N(CCC)CCC |r| (±)-7-Hydroxy-2-(di-n-propylamino)tetralin hydrobromide